C(#N)C1=CC=C(C=N1)N1[C@H]([C@H](CC1)NS(=O)(=O)C)CO[C@@H]1CC[C@@H](CC1)C1=CC=CC=C1 N-((2R,3S)-1-(6-cyanopyridin-3-yl)-2-((((CIS)-4-phenylcyclohexyl)oxy)methyl)pyrrolidin-3-yl)methanesulfonamide